N-((1R)-3-Cyano-3-azabicyclo[3.2.0]heptan-1-yl)-5-(3-phenoxypyridin-4-yl)thiazol-2-carboxamid C(#N)N1C[C@]2(CCC2C1)NC(=O)C=1SC(=CN1)C1=C(C=NC=C1)OC1=CC=CC=C1